BrC1=C(C=CC=C1)C(/C=C/C1=CC=C(C=C1)\C=C/1\C(N(C(S1)=O)CC1=CC=C(C(=O)O)C=C1)=O)=O 4-[[(5Z)-5-[[4-[(E)-3-(2-Bromophenyl)-3-oxoprop-1-enyl]phenyl]methylidene]-2,4-dioxo-1,3-thiazolidin-3-yl]methyl]benzoic acid